2-fluoro-5-methyl-N-((2R)-3-methyl-1-(9-methyl-7-phenyl-3,9-diazaspiro[5.5]undecan-3-yl)-1-oxobutan-2-yl)benzamide FC1=C(C(=O)N[C@@H](C(=O)N2CCC3(CC2)C(CN(CC3)C)C3=CC=CC=C3)C(C)C)C=C(C=C1)C